BrC=1C=C2C(=NC1)N(C=C2C(C2=C(C(=CC=C2F)NS(N(C)CC)(=O)=O)F)=O)C(C2=CC=CC=C2)(C2=CC=CC=C2)C2=CC=CC=C2 5-bromo-3-[3-[[ethyl(methyl)sulfamoyl]amino]-2,6-difluoro-benzoyl]-1-trityl-pyrrolo[2,3-b]pyridine